BrC=1C=NC(=C(C(=O)O)C1)OCCCN(C)C 5-bromo-2-(3-(dimethylamino)propoxy)nicotinic acid